NC[C@@H]1[C@@H]([C@@H]([C@H](C(O1)O)NC(=N)N)O)O ((3R,4R,5R,6R)-6-(aminomethyl)-2,4,5-trihydroxytetrahydro-2H-pyran-3-yl)guanidine